5-methyl-oxo-2'-O-methyl-uridine CC=1C(NC(N([C@H]2[C@H](OC)[C@H](O)[C@@H](C(O)=O)O2)C1)=O)=O